C1(CC1)N1CCN(CC1)C1CCN(CC1)C1=C(C=C(C(=C1)OC)NC1=NC=NC(=C1)N1OCC[C@@H]1CC1=CC(=CC(=C1)F)F)NC(C=C)=O N-(2-(4-(4-cyclopropylpiperazine-1-yl)piperidine-1-yl)-5-((6-((S)-3-(3,5-difluorobenzyl)isoxazolidine-2-yl)pyrimidine-4-yl)amino)-4-methoxyphenyl)acrylamide